(R)-1-(1-(1-((1-(4-(1-(3-Amino-6-(2-hydroxyphenyl)pyridazin-4-yl)piperidin-3-yl)benzoyl)piperidin-4-yl)methyl)piperidin-4-yl)-2-methyl-1H-indol-4-yl)dihydropyrimidine NC=1N=NC(=CC1N1C[C@H](CCC1)C1=CC=C(C(=O)N2CCC(CC2)CN2CCC(CC2)N2C(=CC3=C(C=CC=C23)N2CNCC=C2)C)C=C1)C1=C(C=CC=C1)O